O-(4-formylphenyl) dimethylaminothiocarboxylate CN(C)C(=S)OC1=CC=C(C=C1)C=O